C[C@]12CC(C[C@](CC1)(N2)C)OC2=CC=C(N=N2)N2CC1=NC=C(C=C1C2=O)C2=C(N=CS2)C 6-(6-(((1R,3s,5S)-1,5-dimethyl-8-azabicyclo[3.2.1]octan-3-yl)oxy)pyridazin-3-yl)-3-(4-methylthiazol-5-yl)-6,7-dihydro-5H-pyrrolo[3,4-b]pyridin-5-one